3-(cyclohexyl(4,4,5,5-tetramethyl-1,3,2-dioxaborolan-2-yl)methyl)-3-phenylcyclobutan-1-one C1(CCCCC1)C(C1(CC(C1)=O)C1=CC=CC=C1)B1OC(C(O1)(C)C)(C)C